C(C)C1CCC2=C(C(C(O2)(C)C)(C)C)C1=O 5-ethyl-2,2,3,3-tetramethyl-3,5,6,7-tetrahydrobenzofuran-4(2H)-one